COC1CN(C1)C=1C=CC(=NC1)N 5-(3-methoxyazetidin-1-yl)pyridin-2-amine